vaccenyl-carnitine C(CCCCCCCCC\C=C\CCCCCC)C(O)(C[N+](C)(C)C)CC([O-])=O